O=C1NC=C(C(N1)=O)C=1C=C(C=2N(N1)C=CN2)[C@@H]2[C@H](C2)C2=C(C=C(C#N)C=C2)F 4-((1S,2S)-2-(6-(2,4-dioxo-1,2,3,4-tetrahydropyrimidin-5-yl)imidazo[1,2-b]pyridazin-8-yl)cyclopropyl)-3-fluorobenzonitrile